8-(2,4-dichlorophenyl)-9-(2,3-difluoro-4-((1-(3-fluoropropyl)azetidin-3-ylidene)methyl)phenyl)-6,7-dihydro-5H-benzo[7]annulene-3-carboxylic acid hydrochloride Cl.ClC1=C(C=CC(=C1)Cl)C=1CCCC2=C(C1C1=C(C(=C(C=C1)C=C1CN(C1)CCCF)F)F)C=CC(=C2)C(=O)O